1-butyl-3-methyl-imidazolium iodide salt [I-].C(CCC)N1C=[N+](C=C1)C